OC=1C(=CC2=CN(N=C2C1C)C)C1=NC=2C=CN(C(C2C=C1)=O)[C@@H]1CNCC1 2-(6-hydroxy-2,7-dimethyl-indazol-5-yl)-6-[(3S)-pyrrolidin-3-yl]-1,6-naphthyridin-5-one